2-(3-bromo-5-fluoro-phenyl)propan-2-ol BrC=1C=C(C=C(C1)F)C(C)(C)O